C(CCCCCCCCCCCCCCCCCCCCCCC)N lignocerylamine